(R)-4-(1-ethyl-3-(trifluoromethyl)-1H-pyrazol-5-yl)-6-(3-(5-(3-hydroxy-1-methyl-2-oxopyrrolidin-3-yl)isoxazol-3-yl)phenyl)picolinamide C(C)N1N=C(C=C1C1=CC(=NC(=C1)C1=CC(=CC=C1)C1=NOC(=C1)[C@]1(C(N(CC1)C)=O)O)C(=O)N)C(F)(F)F